C(C)(C)(C)OC(=O)NC1(CC2=CC(=CC=C2CC1)OC1=CC2=CC(=CC=C2C=C1)N(C)C)C(=O)O 2-((tert-butoxycarbonyl)amino)-7-((7-(dimethylamino)naphthalene-2-yl)oxy)-1,2,3,4-tetrahydronaphthalene-2-carboxylic acid